C(C)(C)OC([C@@H](CC)N)=O.C(CCCC)[SiH](C1=CC=CC=C1)CCCCC di-n-pentylphenyl-silane isopropyl-(R)-2-aminobutyrate